C(C)(CC)C1=CC=C(C=C1)NC(=O)C1CCN(CC1)S(=O)(=O)C=1C=C(N(C1)C)C(=O)O 4-((4-((4-(sec-butyl)phenyl)carbamoyl)piperidin-1-yl)sulfonyl)-1-methyl-1H-pyrrole-2-carboxylic acid